BrC1=C2C(=CN(C2=C(C(=C1)Cl)Cl)S(=O)(=O)C1=CC=C(C=C1)C)C=1C=NN(C1)C1OCCCC1 4-bromo-6,7-dichloro-1-(p-tolyl-sulfonyl)-3-(1-tetrahydropyran-2-ylpyrazol-4-yl)indole